C(C)(C)(C)C=C t-butylethylene